2-fluoro-pyridine FC1=NC=CC=C1